3-[(1R)-1-(2,6-dichloro-3-fluorophenyl)ethoxy]-5-[1-(piperidin-4-yl)-1H-pyrazol-4-yl]pyridin-2-amine ClC1=C(C(=CC=C1F)Cl)[C@@H](C)OC=1C(=NC=C(C1)C=1C=NN(C1)C1CCNCC1)N